7-ethylundec-5-enoic acid C(C)C(C=CCCCC(=O)O)CCCC